N-[(1S)-1-(dicyclopropylmethyl)-2-[[5-[3,5-dimethyl-1-(2-trimethylsilylethoxymethyl)pyrazol-4-yl]-3-hydroxy-2-pyridyl]amino]-2-oxo-ethyl]-2-isopropyl-pyrazole-3-carboxamide C1(CC1)C([C@@H](C(=O)NC1=NC=C(C=C1O)C=1C(=NN(C1C)COCC[Si](C)(C)C)C)NC(=O)C=1N(N=CC1)C(C)C)C1CC1